C1(CC1)NC1=NC(=CC2=C1N(C=N2)C(C)C)C2=CC=C1C(=C2)N(C(C12CCN(CC2)C(=O)C2(CCNCC2)C)=O)C2CC(C2)N2CCCCC2 6-[4-(cyclopropylamino)-3-isopropylimidazo[4,5-c]pyridin-6-yl]-1'-(4-methylpiperidine-4-carbonyl)-1-[(1s,3s)-3-(piperidin-1-yl)cyclobutyl]spiro[indole-3,4'-piperidin]-2-one